2-(2-bromo-5-pyrazol-1-yl-phenoxy)propan-1-ol BrC1=C(OC(CO)C)C=C(C=C1)N1N=CC=C1